O=C1NC(CCC1C1=CC=C(CN2CCC(CC2)N2CCN(CC2)C2=CC3=C(N(C(=N3)NC(C3=CC(=CC=C3)C(F)(F)F)=O)C3CCC(CC3)CO)C=C2)C=C1)=O N-(5-(4-(1-(4-(2,6-dioxopiperidin-3-yl)benzyl)piperidin-4-yl)piperazin-1-yl)-1-((1s,4s)-4-(hydroxymethyl)cyclohexyl)-1H-benzo[d]imidazol-2-yl)-3-(trifluoromethyl)benzamide